2-((5,6-dibromo-2,3-dihydro-1H-inden-2-yl)amino)pyrimidine-5-carboxylic acid BrC=1C=C2CC(CC2=CC1Br)NC1=NC=C(C=N1)C(=O)O